FC=1C(=NN(C1)C(C)C)[S@](=O)(N)=NC(NC1=C2C(=NC3=C1CCC3)C3(CC2)CC3)=O |o1:9| (S) or (R)-4-Fluoro-1-isopropyl-N'-((1',5',6',7'-tetrahydro-2'H-spiro[cyclopropane-1,3'-dicyclopenta[b,e]pyridin]-8'-yl)carbamoyl)-1H-pyrazole-3-sulfonimidamide